tert-Butyl (4-(4-amino-7-(1-(methylsulfonyl)piperidin-3-yl)pyrrolo[2,1-f][1,2,4]triazin-5-yl)-2-methoxyphenyl)carbamate NC1=NC=NN2C1=C(C=C2C2CN(CCC2)S(=O)(=O)C)C2=CC(=C(C=C2)NC(OC(C)(C)C)=O)OC